2-(4-(4-acryloyl-3-(cyanomethyl) piperazin-1-yl)-2-(((S)-1-methylpyrrolidin-2-yl) methoxy) thieno[3,2-d]pyrimidin-6-yl)-3-fluorophenyl acrylate C(C=C)(=O)OC1=C(C(=CC=C1)F)C1=CC=2N=C(N=C(C2S1)N1CC(N(CC1)C(C=C)=O)CC#N)OC[C@H]1N(CCC1)C